6-[(3S)-isoxazolidin-3-yl]pyridine-3-carbonitrile hydrochloride Cl.O1N[C@@H](CC1)C1=CC=C(C=N1)C#N